FC1=NC=CC=C1C1=NN=C(O1)C1(C(NCC1)=O)C 3-[5-(2-fluoro-3-pyridyl)-1,3,4-oxadiazol-2-yl]-3-methyl-pyrrolidin-2-one